4-(1,2-Benzisothiazol-3-yl)-1-phenylpyridin-1-ium tetrafluoroborate F[B-](F)(F)F.S1N=C(C2=C1C=CC=C2)C2=CC=[N+](C=C2)C2=CC=CC=C2